1-bromohept-6-en-2-one BrCC(CCCC=C)=O